O=C1NC(CC[C@@H]1C1=C(C=C(C=C1F)N1CCC(CC1)C=O)F)=O (R)-1-(4-(2,6-dioxopiperidin-3-yl)-3,5-difluorophenyl)piperidine-4-carbaldehyde